N-methyl-6-purinesulfonamide CNS(=O)(=O)C1=C2NC=NC2=NC=N1